BrC1=CC(=C(C=C1C)N(C(C#CC)=O)C1=CC=C2C(=N1)CN(C2=O)C)C N-(4-bromo-2,5-dimethylphenyl)-N-(6-methyl-5-oxo-6,7-dihydro-5H-pyrrolo[3,4-b]pyridin-2-yl)but-2-ynamide